diazirine-amine N1N=C1N